NC=1C=C2CCN(CC2=CC1O)C(C(F)(F)F)=O 1-(6-amino-7-hydroxy-3,4-dihydroisoquinolin-2(1H)-yl)-2,2,2-trifluoroethane-1-one